C(C)(C)(C)OC(=O)N1C(=CC2=CC(=CC=C12)F)CN1C(C(=NC=C1)NC([C@H](CC\C=C\C(=O)N(C)C)OC(N(C)C)=O)=O)=O tert-Butyl-2-[[3-[[(E,2S)-7-(dimethylamino)-2-(dimethylcarbamoyloxy)-7-oxo-hept-5-enoyl]amino]-2-oxo-pyrazin-1-yl]methyl]-5-fluoro-indol-1-carboxylat